ClC1=C(C=CC=C1Cl)SC=1N=CC(=NC1C)N1CCC(CC1)(C=1C=NC=CC1)CNC(OC(C)(C)C)=O tert-butyl ((1-(5-((2,3-dichlorophenyl)thio)-6-methylpyrazin-2-yl)-4-(pyridin-3-yl)piperidin-4-yl)methyl)carbamate